C1(CC1)C1=C(C(=CC(=C1)C(=O)OC)F)NC=1C=C(C=CC1)C=1N(CCN1)C(=O)OC(C)(C)C tert-butyl 2-(3-{[2-cyclopropyl-6-fluoro-4-(methoxycarbonyl)phenyl] amino}phenyl)-4,5-dihydro-1H-imidazole-1-carboxylate